ClC1=NC(=NC=C1C(F)(F)F)NC=1C(=NN(C1)C1CCN(CC1)C(=O)OC(C)(C)C)C1CC1 tert-butyl 4-(4-((4-chloro-5-(trifluoromethyl)pyrimidin-2-yl)amino)-3-cyclopropyl-1H-pyrazol-1-yl)piperidine-1-carboxylate